[Si](C1=CC=CC=C1)(C1=CC=CC=C1)(C(C)(C)C)OCCC(CO)O 4-((Tert-butyldiphenylsilyl)oxy)butan-1,2-diol